2-(2,4-dioxotetrahydropyrimidin-1(2H)-yl)-5-((4-(4-methylthiophen-3-yl)-3,6-dihydropyridine-1(2H)-yl)methyl)isoindoline-1,3-dione O=C1N(CCC(N1)=O)N1C(C2=CC=C(C=C2C1=O)CN1CCC(=CC1)C1=CSC=C1C)=O